4-aminophenyl β-D-glucopyranoside O([C@H]1[C@H](O)[C@@H](O)[C@H](O)[C@H](O1)CO)C1=CC=C(C=C1)N